3-methyl-1-phenyl-5-[[4-[2-(4-piperidyl)ethyl]phenoxy]methyl]pyrazole CC1=NN(C(=C1)COC1=CC=C(C=C1)CCC1CCNCC1)C1=CC=CC=C1